N1N=CC=2C1=NC=C(C2)CN2CC(C1=CC=C(C=C21)C(=O)NC2=CC(=CC(=C2)C(F)(F)F)N2C=NC(=C2)C)C 1-((1H-Pyrazolo[3,4-b]pyridin-5-yl)methyl)-3-methyl-N-(3-(4-methyl-1H-imidazol-1-yl)-5-(trifluoromethyl)phenyl)indolin-6-carboxamid